(E)-N-(4-(1-(4-(4-(6-((2-(2,6-dioxopiperidin-3-yl)-3-oxoisoindoline-5-yl)thio)hexyl)piperazin-1-yl)benzoyl)piperidin-4-yl)butyl)-3-(pyridin-3-yl)acrylamide O=C1NC(CCC1N1CC2=CC=C(C=C2C1=O)SCCCCCCN1CCN(CC1)C1=CC=C(C(=O)N2CCC(CC2)CCCCNC(\C=C\C=2C=NC=CC2)=O)C=C1)=O